C(#N)C(C)(C)NC(C1=C(C=CC(=C1)F)N[C@H](C)C=1C=C(C=C2C(N(C(=NC12)S(=O)C)C)=O)C)=O N-(1-cyano-1-methyl-ethyl)-2-[[(1R)-1-(3,6-dimethyl-2-methylsulfinyl-4-oxo-quinazolin-8-yl)ethyl]amino]-5-fluoro-benzamide